benzyl N6-(tert-butoxycarbonyl)-N2-(N6-(tert-butoxycarbonyl)-N2-(N6-(tert-butoxycarbonyl)-L-lysyl)-L-lysyl)-L-lysinate C(C)(C)(C)OC(=O)NCCCC[C@H](NC([C@@H](NC([C@@H](N)CCCCNC(=O)OC(C)(C)C)=O)CCCCNC(=O)OC(C)(C)C)=O)C(=O)OCC1=CC=CC=C1